C(C)OC1=CC(=NC2=CC=C(C=C12)N)C1=CN=C(S1)OC 4-ethoxy-2-(2-methoxythiazol-5-yl)quinolin-6-amine